COC1=CC=C(CSN2CCOCC2)C=C1 4-((4-methoxybenzyl)thio)morpholine